(R)-7-(4-bromophenyl)-4,5,6,7-tetrahydropyrazolo[1,5-a]pyrimidine-3-carbonitrile BrC1=CC=C(C=C1)[C@H]1CCNC=2N1N=CC2C#N